Racemic-1-isopropyl-N-((5-(2-methoxypyridin-4-yl)-2,3-dihydro-1H-inden-4-yl)carbamoyl)-1H-pyrazole-3-sulfonimidamide C(C)(C)N1N=C(C=C1)[S@](=O)(NC(NC1=C2CCCC2=CC=C1C1=CC(=NC=C1)OC)=O)=N |r|